C1(CC1)OC1=CC=C(C=C1)CN (4-cyclopropoxyphenyl)methan-amine